3-(3-chloro-4-((2-methyl-1H-imidazol-1-yl)methyl)phenyl)-5-isobutyl-N-(5-methyl-pyrimidIn-2-yl)thiophene-2-sulfonamide ClC=1C=C(C=CC1CN1C(=NC=C1)C)C1=C(SC(=C1)CC(C)C)S(=O)(=O)NC1=NC=C(C=N1)C